COC1=CC=C(CCNC2=NC=CC3=C2C=NN3)C=C1 N-[(4-methoxybenzyl)methyl]-1H-pyrazolo[4,3-c]pyridin-4-ylamine